6-methyl-4-{2-[4-(2-morpholinoethoxy)phenyl]quinolin-6-yl}-1,6-dihydro-7H-pyrrolo[2,3-c]pyridin-7-one CN1C(C2=C(C(=C1)C=1C=C3C=CC(=NC3=CC1)C1=CC=C(C=C1)OCCN1CCOCC1)C=CN2)=O